C(C1=CC=CC=C1)OC(=O)N1C[C@@H]([C@@H](C1)CC)C(CBr)=O (3R,4S)-3-(2-bromoacetyl)-4-ethylpyrrolidine-1-Carboxylic acid benzyl ester